ethyl Nα-(L-glutaminyl)-1-methyl-D-tryptophanate N[C@@H](CCC(N)=O)C(=O)N[C@H](CC1=CN(C2=CC=CC=C12)C)C(=O)OCC